((1-(5-Chloropyridin-2-yl)-1H-pyrazol-4-yl)amino)-N'-hydroxypyridinecarboxamidine ClC=1C=CC(=NC1)N1N=CC(=C1)NC=1C(=NC=CC1)C(=NO)N